N-(1-(5-Cyclopropyl-1H-pyrazole-3-carbonyl)azetidin-3-yl)cyclopropanecarboxamide tert-Butyl-(1-(5-cyclopropyl-1H-pyrazole-3-carbonyl)azetidin-3-yl)carbamate C(C)(C)(C)N(C(O)=O)C1CN(C1)C(=O)C1=NNC(=C1)C1CC1.C1(CC1)C1=CC(=NN1)C(=O)N1CC(C1)NC(=O)C1CC1